C12C=C(CC2C1)C1=C(N=CN1COCC[Si](C)(C)C)C1CC1 2-[[5-(3-bicyclo[3.1.0]hex-2-enyl)-4-cyclopropyl-imidazol-1-yl]methoxy]ethyl-trimethyl-silane